COC=1C=C(C=CC1OC)C=1OC2=CC(=C(C(=C2C(C1)=O)O)OC)OCCCN1CCN(CC1)CC 2-(3,4-dimethoxyphenyl)-7-(3-(4-ethylpiperazin-1-yl)propoxy)-5-hydroxy-6-methoxy-4H-chromen-4-one